1-{3-isopropyl-4-(oxiranylmethoxy)phenyl}-4-{4-(oxiranylmethoxy)phenyl}-1-cyclohexene C(C)(C)C=1C=C(C=CC1OCC1OC1)C1=CCC(CC1)C1=CC=C(C=C1)OCC1OC1